ClC1=C(C=C2C=C(N=CC2=C1)NC(=O)[C@H]1C[C@@]12COCC2)N2CCN(CC2)[C@]2(COC[C@H]2O)C (1S,3S)-N-(7-chloro-6-(4-((3S,4S)-4-hydroxy-3-methyltetrahydrofuran-3-yl)piperazin-1-yl)isoquinolin-3-yl)-5-oxaspiro[2.4]heptane-1-carboxamide